2-[(4-bromophenyl)sulfanyl]-N-(2,3-dihydro-1,4-benzodioxin-6-yl)propanamide BrC1=CC=C(C=C1)SC(C(=O)NC1=CC2=C(OCCO2)C=C1)C